(S)-1-(2-oxabicyclo[3.1.1]heptan-4-yl)-2-(4-(6-((4-chloro-2-fluorobenzyl)oxy)pyridin-2-yl)-2,5-difluorobenzyl)-1H-benzo[d]imidazole-6-carboxylic acid C12OC[C@H](C(C1)C2)N2C(=NC1=C2C=C(C=C1)C(=O)O)CC1=C(C=C(C(=C1)F)C1=NC(=CC=C1)OCC1=C(C=C(C=C1)Cl)F)F